(1S,3R,5S)-2-(2-(3-acetyl-5-(2-methylpyrimidin-5-yl)-1H-indazol-1-yl)acetyl)-N-(6-bromo-3-methylpyridin-2-yl)-5-methyl-2-azabicyclo[3.1.0]hexane-3-carboxamide C(C)(=O)C1=NN(C2=CC=C(C=C12)C=1C=NC(=NC1)C)CC(=O)N1[C@H]2C[C@]2(C[C@@H]1C(=O)NC1=NC(=CC=C1C)Br)C